{[3-(phenylsulfamoyl)phenyl]amino}acetic acid C1(=CC=CC=C1)NS(=O)(=O)C=1C=C(C=CC1)NCC(=O)O